6-(5H-imidazo[5,1-a]isoindol-5-yl)-3-methyl-6,7-dihydro-5H-cyclopenta[c]pyridin-7-ol C=1N=CN2C1C1=CC=CC=C1C2C2CC1=C(C=NC(=C1)C)C2O